BrC=1C=C(C=CC1)C(C1CC(C1)=CC#N)C1=NN=CN1C 2-(3-((3-bromophenyl)(4-methyl-4H-1,2,4-triazol-3-yl)methyl)cyclobutylidene)acetonitrile